ClC=1C=C(C=CC1)NC1=NC=NC2=CC(=C(C=C12)OC)OC N-(3-chlorophenyl)-6,7-dimethoxy-4-quinazolinamine